COC[C@H]1N(CCNC1)C (S)-2-(methoxymethyl)-1-methylpiperazine